COCCNC(=O)N1CCN(CC1)C1=NC(=NC(=C1)N1CCCC1)NC1=CC2=C(C=N1)N=CN2C(C)C N-(2-methoxyethyl)-4-[2-{[1-(propan-2-yl)-1H-imidazo[4,5-c]pyridin-6-yl]amino}-6-(pyrrolidin-1-yl)pyrimidin-4-yl]piperazine-1-carboxamide